(R)-3-methyl-4-(7-(2-methyl-6-(methylthio)pyridin-3-yl)-2-(1H-pyrrolo[2,3-b]pyridin-4-yl)thieno[3,2-d]pyrimidin-4-yl)morpholine C[C@H]1N(CCOC1)C=1C2=C(N=C(N1)C1=C3C(=NC=C1)NC=C3)C(=CS2)C=2C(=NC(=CC2)SC)C